7-fluoro-2-methyl-5-((4-(4-(trifluoromethyl)piperidin-1-yl)phenyl)amino)isoindolin-1-one FC=1C=C(C=C2CN(C(C12)=O)C)NC1=CC=C(C=C1)N1CCC(CC1)C(F)(F)F